(S)-6-(((5-chloro-1-cyclopropyl-1H-1,2,3-triazol-4-yl)(6-fluoro-2-methylpyridin-3-yl)methyl)amino)-4-(neopentylamino)quinoline-3,8-dicarbonitrile ClC1=C(N=NN1C1CC1)[C@H](C=1C(=NC(=CC1)F)C)NC=1C=C2C(=C(C=NC2=C(C1)C#N)C#N)NCC(C)(C)C